rel-(1R,2S,5S)-6-benzyl-3-oxa-6-azabicyclo[3.1.1]heptane-2-carboxylic acid, hydrochloride Cl.C(C1=CC=CC=C1)N1[C@@H]2CO[C@@H]([C@H]1C2)C(=O)O |o1:9,12,13|